FC=1C(=C(CNC(OC(C)(C)C)=O)C=CC1C1=NC=NC(=N1)NC1=NN(C=C1)C)C(F)(F)F tert-butyl (3-fluoro-4-(4-((1-methyl-1H-pyrazol-3-yl)amino)-1,3,5-triazin-2-yl)-2-(trifluoromethyl)benzyl)carbamate